C[C@@H]([C@H]([C@H](C(=O)COP(=O)([O-])[O-])O)O)O The molecule is dianion of L-fuculose 1-phosphate arising from deprotonation of the phosphate OH groups; major species at pH 7.3. It is a conjugate base of a L-fuculose 1-phosphate.